C(CCCC=C)OC1=CC=C(C=C1)C1=CC=C(C=C1)OCCCCC=C 4,4'-di(5-hexenyloxy)biphenyl